(13R)-13-(difluoromethyl)-9-(2,6-difluorophenyl)-3-pyridazin-3-yl-16-thia-2,4,5,8-tetraazatetracyclo[8.6.0.02,6.011,15]hexadeca-1(10),3,5,8,11(15)-pentaene FC([C@@H]1CC=2C=3C(=NCC4=NN=C(N4C3SC2C1)C=1N=NC=CC1)C1=C(C=CC=C1F)F)F